C(C=C)OCCCCOC(COC=1C=CC(=C2C=CC=NC12)Cl)=O (5-chloro-8-quinolinoxy)acetic acid 4-allyloxybutylester